FC(F)C=1C(=C(C#N)C=CC1)C (difluoromethyl)-2-methylbenzonitrile